4-((1r,4r)-4-(3-bromophenoxy)cyclohexyl)butan-2-one BrC=1C=C(OC2CCC(CC2)CCC(C)=O)C=CC1